2-[(1R)-1-aminoethyl]-4-fluorophenol hydrochloride Cl.N[C@H](C)C1=C(C=CC(=C1)F)O